9-(1-bromo-2-methylpropan-1-en-1-yl)-3,6-di-tert-butyl-9H-fluoren-9-ol BrC(=C(C)C)C1(C2=CC=C(C=C2C=2C=C(C=CC12)C(C)(C)C)C(C)(C)C)O